4-(trans-3-((tert-butyldimethylsilyl)oxy)cyclobutyl)-1,2,3,4-tetrahydroquinoxaline-6-carbonitrile [Si](C)(C)(C(C)(C)C)O[C@@H]1C[C@H](C1)N1CCNC2=CC=C(C=C12)C#N